(2R,3S)-N-[(2S,3R,4R,5S,6S)-4,5-dihydroxy-2-methyl-6-[(8-methyl-7H-purin-6-yl)amino]tetrahydropyran-3-yl]-3-hydroxy-pyrrolidine-2-carboxamide O[C@@H]1[C@H]([C@@H](O[C@@H]([C@H]1O)NC1=C2NC(=NC2=NC=N1)C)C)NC(=O)[C@@H]1NCC[C@@H]1O